methyl 2-amino-4-bromo-5-fluoro-3-iodo-benzoate NC1=C(C(=O)OC)C=C(C(=C1I)Br)F